FC(C(=O)N[C@H]1[C@@H](CCCC1)O)(F)C=1N(C=CC1C(=O)NC1=CC(=C(C=C1)F)C)C 2-(1,1-difluoro-2-(((1R,2R)-2-hydroxycyclohexyl)amino)-2-oxoethyl)-N-(4-fluoro-3-methylphenyl)-1-methyl-1H-pyrrole-3-carboxamide